C1(CCCCC1)OS(=O)(=O)CC1=CC=CC=C1 cyclohexyltoluenesulfonate